C(C)(C)(C)OC(=O)N1CC2=C(C=CC=C2CC1)Br tert-butyl-8-bromo-3,4-dihydroisoquinoline-2(1H)-carboxylate